5,5'-di(bromomethyl)-2,2'-bipyridine BrCC=1C=CC(=NC1)C1=NC=C(C=C1)CBr